CC1=C(OCC(=O)NC2=CC=C(C=C2)N2C3=C(NC(CC2=O)=O)C2=CC=CC=C2C=C3)C=CC=C1 5-[4-[2-(2-methylphenoxy)acetylamino]phenyl]-1H-naphtho[1,2-b][1,4]diazepine-2,4(3H,5H)-Dione